(R)-1-(1-(6,7-difluoro-1-oxo-1,2-dihydroisoquinolin-4-yl)ethyl)-1-methyl-3-(3,4,5-trifluorobenzyl)urea FC=1C=C2C(=CNC(C2=CC1F)=O)[C@@H](C)N(C(=O)NCC1=CC(=C(C(=C1)F)F)F)C